rac-4-(3-Fluoro-2-hydroxypropoxy)-N-(4-(4-(thiazol-2-yl)piperazin-1-yl)phenyl)benzamid FC[C@@H](COC1=CC=C(C(=O)NC2=CC=C(C=C2)N2CCN(CC2)C=2SC=CN2)C=C1)O |r|